aminophenylethane NC(C)C1=CC=CC=C1